4-ETHYLOCTANAL C(C)C(CCC=O)CCCC